C1(CC1)COC1=NC=CC=C1C=1C=C2CCC(SC2=CC1)CCC(=O)O 3-[6-(2-cyclopropylmethoxy-pyridin-3-yl)-thiochroman-2-yl]-propionic acid